FC(S(=O)(=O)OC1=CC=C2C=3C(=C(N(C(C13)=O)C1=CC(=CC=C1)F)[C@H](C)NC(=O)OC(C)(C)C)CCC2)(F)F (S)-3-(1-(tert-butoxycarbonylamino) ethyl)-2-(3-fluorophenyl)-1-oxo-2,4,5,6-tetrahydro-1H-benzo[de]isoquinolin-9-yl trifluoromethanesulfonate